OCCNC1=C(C=C(C=C1)NCCO)[N+](=O)[O-] N,N'-bis-(2-Hydroxyethyl)-2-nitro-p-phenylendiamin